NC1=NN(C2=C(C=C(C(=C12)OC1=C(C=CC(=C1)F)Cl)NC(C1=CC(=CC(=C1)C(F)(F)F)F)=O)C1=C(CCCC1)C(=O)OC)C1OCCCC1 methyl 2-[3-amino-4-(2-chloro-5-fluorophenoxy)-5-[3-fluoro-5-(trifluoromethyl)benzamido]-1-(oxan-2-yl)indazol-7-yl]cyclohex-1-ene-1-carboxylate